water potassium sulfate S(=O)(=O)([O-])[O-].[K+].O.[K+]